C(C)OC(=O)C1=NNC(=C1C(=O)OCC)NC(NC1=C(C=C(C(=C1)OCC=1C=CC=C2C=CN=CC12)OC)F)=O 5-({[2-fluoro-5-(isoquinolin-8-ylmethoxy)-4-methoxyphenyl]carbamoyl}amino)-1H-pyrazole-3,4-dicarboxylic acid diethyl ester